1,2,3-trifluorobenzoyl bromide FC1(C(=O)Br)C(C(=CC=C1)F)F